(4-{[3-(difluoromethoxy)phenyl]sulfanyl}-2,5-dimethylphenyl)-N-ethyl-N-methylformamidine FC(OC=1C=C(C=CC1)SC1=CC(=C(C=C1C)C(=N)N(C)CC)C)F